trisodium acetoxyborohydride C(C)(=O)O[BH3-].[Na+].[Na+].[Na+].C(C)(=O)O[BH3-].C(C)(=O)O[BH3-]